NC1CS(C1)(=O)=O 3-amino-1λ6-thietane-1,1-dione